2-Cyclobutyl-N-(5-(6-(3-methoxy-4-(2-morpholinylethoxy)phenyl)pyrazin-2-yl)thiophen-3-yl)acetamide diethyl-(11-(2,5-dibromophenoxy)undecyl)phosphonate C(C)OP(OCC)(=O)CCCCCCCCCCCOC1=C(C=CC(=C1)Br)Br.C1(CCC1)CC(=O)NC1=CSC(=C1)C1=NC(=CN=C1)C1=CC(=C(C=C1)OCCN1CCOCC1)OC